FC=1C=2C3=C(C(NC2C=C(C1)CCl)=O)CCC3 9-fluoro-7-(chloromethyl)-1,2,3,5-tetrahydro-4H-cyclopenta[c]quinolin-4-one